2,2'-bis(di-tert-butylphosphino)-1,1'-biphenyl C(C)(C)(C)P(C1=C(C=CC=C1)C1=C(C=CC=C1)P(C(C)(C)C)C(C)(C)C)C(C)(C)C